N-(5-(difluoromethoxy)pyridin-3-yl)-6-(pyrazolo[1,5-a]pyrazine-3-carbonyl)-4,5,6,7-tetrahydrothieno[2,3-c]pyridine-3-carboxamide FC(OC=1C=C(C=NC1)NC(=O)C1=CSC=2CN(CCC21)C(=O)C=2C=NN1C2C=NC=C1)F